ethyl 4-phenyl-1-(2,2,2-trifluoroethyl)-1H-pyrazole-3-carboxylate C1(=CC=CC=C1)C=1C(=NN(C1)CC(F)(F)F)C(=O)OCC